O=C1NC(CCC1N1C(C2=CC=C(C=C2C1)N1CCN(CC1)C(=O)OC(C)(C)C)=O)=O.N1=C(C=CC=C1)CN(CCN(CC1=NC=CC=C1)CC1=NC=CC=C1)CC1=NC=CC=C1 N,N,N',N'-tetrakis(2-pyridylmethyl) Ethylenediamine tert-butyl 4-(2-(2,6-dioxopiperidin-3-yl)-1-oxoisoindolin-5-yl)piperazine-1-carboxylate